COC=1C=C(C=CC1)C(=O)N1CCCCC1 1-[(3-methoxyphenyl)carbonyl]piperidin